O1CCC2=C1C=CC(=C2)C2=CC=NC=1N2N=C(C1)C(=O)NC1=CC=C(C=C1)OCC 7-(2,3-dihydrobenzofuran-5-yl)-N-(4-ethoxyphenyl)pyrazolo[1,5-a]pyrimidine-2-carboxamide